OC[C@@]1(N2CC([C@H](C1=O)CC2)C)COC (1S,2R,4R)-2-(hydroxymethyl)-2-(methoxymethyl)-5-methyl-quinuclidin-3-one